(R*)-1-(4-methyl-1H-pyrazol-3-yl)ethanol CC=1C(=NNC1)[C@@H](C)O |o1:6|